C1(=CC=CC=C1)NC(=O)C1=NC=CC=C1 N-phenylpyridine-amide